ClC=1C=2C(=CNC2C2=C(C1)CN(S(N2)(=O)=O)CC2=NC=CC=C2)Cl 6,7-dichloro-3-(pyridin-2-ylmethyl)-1,3,4,9-tetrahydro-[1,2,6]thiadiazino[4,3-g]indole 2,2-dioxide